CC1OCCOC1 (5-methyl)dioxane